N,N'-Diphenyl-p-phenylen-Diamin C1(=CC=CC=C1)NC1=CC=C(C=C1)NC1=CC=CC=C1